3-((6-(2,4-dichlorophenyl)-2-(methylthio)pyrido[2,3-d]pyrimidin-7-yl)amino)propan-1-ol ClC1=C(C=CC(=C1)Cl)C1=CC2=C(N=C(N=C2)SC)N=C1NCCCO